1,3-dibutylimidazolium formate C(=O)[O-].C(CCC)N1C=[N+](C=C1)CCCC